CN1C(=NC=C1CN(S(=O)(=O)C)C=1C=NC2=CC(=NC(=C2C1)OC1CCC(CC1)NC1=NC=C(C=N1)C(F)(F)F)N1CCOCC1)[N+](=O)[O-] N-[(3-Methyl-2-nitro-imidazol-4-yl)methyl]-N-[7-morpholino-5-[4-[[5-(trifluoromethyl)pyrimidin-2-yl]amino]cyclohexoxy]-1,6-naphthyridin-3-yl]methanesulfonamide